3,4-dihydro-1H-isoquinoline-7-carboxamide C1NCCC2=CC=C(C=C12)C(=O)N